ClC(C(=O)OO)(Cl)Cl trichloroperoxyacetic acid